(6-aminopyridin-3-yl)-N-((5-(4-((3R,4R)-3,4-difluoropyrrolidine-1-carbonyl)phenyl)-7-(4-fluorophenyl)pyrazolo[1,5-a]pyridin-2-yl)methyl)acrylamide NC1=CC=C(C=N1)C(C(=O)NCC1=NN2C(C=C(C=C2C2=CC=C(C=C2)F)C2=CC=C(C=C2)C(=O)N2C[C@H]([C@@H](C2)F)F)=C1)=C